C1=C(C=CC2=CC=CC=C12)[N+]1=CSC2=C1C=CC=C2 N-(2-naphthyl)benzothiazolium